O=C1C(NCCC1)C(=O)O oxopiperidine-2-carboxylic acid